NC=1C(=NC=C(C1)S(=O)(=O)C1=CC=C(C=C1)OC(F)(F)F)C(=O)NNC(CO[Si](C(C)C)(C(C)C)C(C)C)=O 3-amino-5-[4-(trifluoromethoxy)benzene-1-sulfonyl]-N'-({[tri(prop-2-yl)silyl]oxy}acetyl)pyridine-2-carbohydrazide